2-[5-cyclopropyl-2-fluoro-4-(piperidine-1-carbonyl)phenyl]-4-[[5-(4-hydroxy-1-piperidyl)-2-pyridyl]amino]-6H-naphthyridin-5-one C1(CC1)C=1C(=CC(=C(C1)C1=NC=2N=CCC(C2C(=C1)NC1=NC=C(C=C1)N1CCC(CC1)O)=O)F)C(=O)N1CCCCC1